ClC1=CC=C(C=C1)C(C1=CC=C(C#N)C=C1)O 4-((4-chlorophenyl)(hydroxy)methyl)benzonitrile